C(C)(C)[Si](C(C)C)(C(C)C)C#CC=1C=2N(C=C(C1)C(=O)N)N=CC2 4-((triisopropylsilyl)ethynyl)pyrazolo[1,5-a]pyridine-6-carboxamide